2-amino-7-chloro-3-methyl-N-((1R)-1-(2-pyrimidinyl)ethyl)-N-((5-(trifluoromethyl)-2-pyridinyl)methyl)-6-quinolinecarboxamide NC1=NC2=CC(=C(C=C2C=C1C)C(=O)N(CC1=NC=C(C=C1)C(F)(F)F)[C@H](C)C1=NC=CC=N1)Cl